FC(COC1=NC=CC(=C1)C(=O)O)F 2-(2,2-difluoroethoxy)pyridine-4-carboxylic acid